1-((R)-2,2-difluorocyclopropyl)-N-((R)-1-(3-(difluoromethyl)-2-fluorophenyl)ethyl)-4-(((1R,5S,6s)-3-methyl-3-azabicyclo[3.1.0]hexan-6-yl)amino)-6-oxo-1,6-dihydropyridine-3-carboxamide FC1([C@@H](C1)N1C=C(C(=CC1=O)NC1[C@@H]2CN(C[C@H]12)C)C(=O)N[C@H](C)C1=C(C(=CC=C1)C(F)F)F)F